N(=[N+]=[N-])C1=C(C(=NC=C1)Cl)F 4-azido-2-chloro-3-fluoropyridine